COC1=CC=C(C=C1)C(OC[C@@]12CO[C@@H]([C@@H](O1)N1C=3N=C(NC(C3N=C1)=O)N=CN(C)C)[C@@H]2O)(C2=CC=CC=C2)C2=CC=C(C=C2)OC N'-[9-[(1R,4R,6R,7S)-4-[[bis(4-methoxyphenyl)-phenyl-methoxy]methyl]-7-hydroxy-2,5-dioxabicyclo[2.2.1]hept-6-yl]-6-oxo-1H-purin-2-yl]-N,N-dimethyl-formamidine